C12COCC(CC1)N2C2=NC(=NC(=N2)N2CCOCC2)C=2C(=CC(=NC2)N)C(F)F 5-(4-(3-oxa-8-azabicyclo[3.2.1]octan-8-yl)-6-morpholino-1,3,5-triazin-2-yl)-4-(difluoromethyl)pyridin-2-amine